(E)-1-(3-methyl-phenyl)-2-methyl-3-phenyl-prop-2-en-1-one CC=1C=C(C=CC1)C(\C(=C\C1=CC=CC=C1)\C)=O